N-4-tert-butylbenzoyl-3-fluoro-4-ethyl-cyclopentenamine C(C)(C)(C)C1=CC=C(C(=O)NC2=CC(C(C2)CC)F)C=C1